BrC1=CC=C(C=C1)N1CC2(C1)CN(C2)C[C@H](COC2=CC(=C(C(=O)OC)C=C2)C=O)O methyl 4-[(2R)-3-[2-(4-bromophenyl)-2,6-diazaspiro[3.3]heptan-6-yl]-2-hydroxy-propoxy]-2-formyl-benzoate